4-fluorodihydrofuran-3(2H)-one FC1C(COC1)=O